NC=1NC(C=2N(C(N(C2N1)[C@@H]1O[C@@H](C[C@H]1O)CO)=O)CCCC(F)(F)F)=O 2-Amino-9-((2R,3R,5S)-3-hydroxy-5-(hydroxymethyl)tetrahydrofuran-2-yl)-7-(4,4,4-trifluorobutyl)-7,9-dihydro-1H-purin-6,8-dion